N1(CCC1)C(=O)C1=CC(=C(NCC#C)C=C1)OC 4-(azetidine-1-carbonyl)-2-methoxy-N-(prop-2-yn-1-yl)aniline